1-[3-(4-Bromo-2-isopropyl-2H-pyrazol-3-yl)-4-methoxy-phenyl]-3-(2-Chloro-4-trifluoromethyl-phenyl)-urea BrC1=C(N(N=C1)C(C)C)C=1C=C(C=CC1OC)NC(=O)NC1=C(C=C(C=C1)C(F)(F)F)Cl